C(C)(C)(C)OC(CN1CCN(CCN(CCN(CC1)CC(OC(C)(C)C)=O)CC(OC(C)(C)C)=O)CC(=O)NCC1CCC(CC1)C(=O)OCC)=O ethyl (1r,4r)-4-({2-[4,7,10-tris(2-tert-butoxy-2-oxoethyl)-1,4,7,10-tetraazacyclododecan-1-yl]acetamido}methyl)cyclohexane-1-carboxylate